Fmoc-glutamic acid 5-tert-butyl ester C(C)(C)(C)OC(CC[C@H](NC(=O)OCC1C2=CC=CC=C2C2=CC=CC=C12)C(=O)O)=O